C(C)CC(C)=CCCC(C)=CC=O ETHYLCITRAL